CC=1N=C(SC1)NC(CC)=O N-(4-methylthiazol-2-yl)propionamide